2-ethylbutyl ((4-cyanophenoxy)(perfluorophenoxy)phosphoryl)-L-alaninate C(#N)C1=CC=C(OP(=O)(OC2=C(C(=C(C(=C2F)F)F)F)F)N[C@@H](C)C(=O)OCC(CC)CC)C=C1